C(CCCC)C1(CCC(CC1)CCCCCCC(C)C)CCCCC di(n-pentyl)isononyl-cyclohexane